FCC=1N=NNC1 fluoromethyltriazole